CC1=NC=CC(=C1)S(=O)(=O)NC=1C=CC=C2C=CC=NC12 2-methyl-N-(quinolin-8-yl)pyridine-4-sulfonamide